1-[4-(5-chloro-2-methoxyphenyl)piperidin-1-yl]-2-{3-[(2R,6S)-2,6-dimethylmorpholine-4-carbonyl]-5,6-dihydrocyclopenta[c]pyrazol-1(4H)-yl}ethan-1-one ClC=1C=CC(=C(C1)C1CCN(CC1)C(CN1N=C(C2=C1CCC2)C(=O)N2C[C@H](O[C@H](C2)C)C)=O)OC